CN1N=CC(=C1)C1=CC2=C(N[C@H](CN2)[C@@H](C2=CC=CC=C2)NC[C@@H](C)C2=CC=C(C(=O)O)C=C2)N=C1 4-((S)-1-(((R)-((R)-7-(1-methyl-1H-pyrazol-4-yl)-1,2,3,4-tetrahydropyrido[2,3-b]pyrazin-3-yl)(phenyl)methyl)amino)propan-2-yl)benzoic acid